Tert-Butyl 4-[3-cyano-2-(trifluoromethyl)phenoxy]-5H,6H,7H,8H-pyrido[3,4-d]pyrimidine-7-carboxylate C(#N)C=1C(=C(OC=2C3=C(N=CN2)CN(CC3)C(=O)OC(C)(C)C)C=CC1)C(F)(F)F